C(C)(C)(C)P(=O)C1=NC=CC=C1 2-(tert-butylphosphinyl)pyridine